C(CCCCCCCCCCC)O.[K] potassium dodecylalcohol